3-((N-(3-(2-methoxypyridin-4-yl)phenyl)cyclohexanecarboxamido)methyl)bicyclo[1.1.1]pentane-1-carboxylic acid COC1=NC=CC(=C1)C=1C=C(C=CC1)N(C(=O)C1CCCCC1)CC12CC(C1)(C2)C(=O)O